S=C1N(CC2=C(C=CC=C12)CN1CCN(CC1)C1=C(C=CC=C1)C)C1C(NC(CC1)=O)=O 3-(1-thioxo-4-((4-(o-tolyl)piperazin-1-yl)methyl)isoindolin-2-yl)piperidine-2,6-dione